diphenyl-methoxyethoxysilane methyl-(R)-3-(2-(4-(4-fluorophenyl)piperazin-1-yl)ethyl)-1-oxo-2,8-diazaspiro[4.5]decane-8-carboxylate COC(=O)N1CCC2(C[C@@H](NC2=O)CCN2CCN(CC2)C2=CC=C(C=C2)F)CC1.C1(=CC=CC=C1)[SiH](OCCOC)C1=CC=CC=C1